S(=O)(=O)(O)ON1[C@@H]2CC[C@H](N(C1=O)C2)C(=O)N (2s,5r)-6-(sulfooxy)-7-oxo-1,6-diazabicyclo[3.2.1]octane-2-carboxamide